S(=O)(=O)([O-])[O-].C(CCCCCCCCCCC)C(C(=O)N)O.[Na+].[Na+] Sodium Lauryl-Hydroxyacetamide Sulfate